CON(C(=O)C1=NN2C(C(OCC2)C2=CC=CC=C2)=C1)C N-methoxy-N-methyl-4-phenyl-6,7-dihydro-4H-pyrazolo[5,1-c][1,4]oxazine-2-carboxamide